(1r,4r)-4-(5-cyano-4-(methylthio)pyrimidin-2-ylamino)-N,N-dimethylcyclohexanecarboxamide C(#N)C=1C(=NC(=NC1)NC1CCC(CC1)C(=O)N(C)C)SC